ClC1=NC=CC(=C1F)OC=1C(=C(C=NC1)OC1=C(C=C(N)C=C1)F)C 4-[[5-[(2-chloro-3-fluoro-4-pyridinyl)oxy]-4-methyl-3-pyridinyl]oxy]-3-fluoro-aniline